COCCN1C(CCCCC1)=O (2-methoxyethyl)azepan-2-one